The molecule is an arsenic oxide in which arsenic and oxygen atoms are present in the ratio 2:3. It has a role as an insecticide and an antineoplastic agent. O1[As]2O[As]3O[As]1O[As](O2)O3